5-bromo-2-(phenylcarbamoyl)benzoic acid BrC=1C=CC(=C(C(=O)O)C1)C(NC1=CC=CC=C1)=O